(S)-N-(2-((tert-butyldimethylsilyl)oxy)ethyl)-N-((1S)-4-cyano-2,3-dihydro-1H-inden-1-yl)-2-methylpropan-2-sulfinamide [Si](C)(C)(C(C)(C)C)OCCN([S@@](=O)C(C)(C)C)[C@H]1CCC2=C(C=CC=C12)C#N